4-(3-(4'-Isobutyl-[1,1'-biphenyl]-4-yl)-5-(quinoxalin-6-yl)-4,5-dihydro-1H-pyrazol-1-yl)-4-oxobutanoic acid C(C(C)C)C1=CC=C(C=C1)C1=CC=C(C=C1)C1=NN(C(C1)C=1C=C2N=CC=NC2=CC1)C(CCC(=O)O)=O